COC1=CC=C(C=C1)NC(=O)N 4-Methoxyphenylurea